(S*)-N-((1H-pyrrolo[3,2-c]pyridine-2-yl)methyl)-2-(5-((1-(dibenzo[b,d]furan-2-yl)-2-fluoroethyl)amino)-2-(2-fluorophenyl)-6-oxopyrimidin-1(6H)-yl)acetamide N1C(=CC=2C=NC=CC21)CNC(CN2C(=NC=C(C2=O)N[C@H](CF)C2=CC1=C(OC3=C1C=CC=C3)C=C2)C2=C(C=CC=C2)F)=O |o1:21|